C(CCCCCCCCC\C=C/C\C=C/CCCCC)=O (11Z,14Z)-icosa-11,14-dienal